N1C=CC2=CC(=CC=C12)C1=CN(C2=NC=C(C=C21)C2=CC=C(CN1CC(C1)O)C=C2)S(=O)(=O)C2=CC=C(C)C=C2 1-(4-(3-(1H-indol-5-yl)-1-tosyl-1H-pyrrolo[2,3-b]pyridin-5-yl)benzyl)azetidin-3-ol